9-(2,6-dimethyl-4-prop-1-ynyl-phenyl)-8-methoxy-4,10-dioxo-3-azaspiro[5.5]undec-8-ene-3-carboxylic acid tert-butyl ester C(C)(C)(C)OC(=O)N1CCC2(CC1=O)CC(=C(C(C2)=O)C2=C(C=C(C=C2C)C#CC)C)OC